(3-bromo-2-fluoro-phenyl)-[1-tetrahydropyran-2-yl-4-(2-tetrahydropyran-2-yloxyethyl)pyrazol-3-yl]methanol BrC=1C(=C(C=CC1)C(O)C1=NN(C=C1CCOC1OCCCC1)C1OCCCC1)F